7-fluoro-N-(oxetan-3-yl)-1H-indazole-3-carboxamide FC=1C=CC=C2C(=NNC12)C(=O)NC1COC1